BrC1=CC2=C(C=N1)C=C(N2)C(OC)OC 6-bromo-2-(dimethoxymethyl)-1H-pyrrolo[3,2-c]pyridine